F[B-]1(N2C(=CC(=C2C=C2C=CC(=[N+]12)CCCCC(C(=O)N1C(C(CC1=O)O)=O)C(C(=O)N)=C)C)C)F Z-[6-(2,2-difluoro-10,12-dimethyl-1-aza-3-azonia-2-boranuidatricyclo[7.3.0.03,7]dodeca-3,5,7,9,11-pentaen-4-yl)-1-(3-hydroxy-2,5-dioxopyrrolidin-1-yl)-1-oxohexan-2-yl]propenamide